Cl.CNC[C@@H]1OCCC2=C(C=CC=C12)C1=CC(=NC=C1)C(F)(F)F (R)-N-methyl-1-(5-(2-(trifluoromethyl)pyridin-4-yl)isochroman-1-yl)methanamine hydrochloride